N1CCCCC1 Piperidin